1-tert-butoxycarbonyl-4-ethyl-piperidine-4-carboxylic acid C(C)(C)(C)OC(=O)N1CCC(CC1)(C(=O)O)CC